(S)-3-((S)-sec-butyl)-4-(3-hydroxypropanoyl)-1,3,4,5-tetrahydro-2H-benzo[e][1,4]diazepin-2-one [C@H](C)(CC)[C@@H]1N(CC2=C(NC1=O)C=CC=C2)C(CCO)=O